t-butyl ether C(C)(C)(C)OC(C)(C)C